ethyl (Z)-3-(dimethylamino)-2-(3-nitrothiophen-2-yl)acrylate CN(\C=C(\C(=O)OCC)/C=1SC=CC1[N+](=O)[O-])C